3-propyl-1H-pyrazole-5(4H)-on C(CC)C1=NNC(C1)=O